CCCCCCCCCCC1CO1 1,2-dodecene oxide